1-allyl-6,7-dichloro-3,3-dimethyl-1,3,4,9-tetrahydro-[1,2]thiazino[4,3-g]indole 2,2-dioxide C(C=C)N1S(C(CC=2C=C(C=3C(=CNC3C21)Cl)Cl)(C)C)(=O)=O